CCCCCCC(CCC(CCCCCCCC)O)O octadecane-7,10-diol